O=S1(CCC(CC1)C(=O)N)=O dioxo-1λ6-thiane-4-carboxamide